C(CC)OC(C(C(=O)OCCC)(CCC)CC1=CC=CC=C1)=O benzylpropylmalonic acid dipropyl ester